[3-[(5-fluoro-6-methyl-2-pyridyl)amino]-1-(2,2,2-trifluoroethyl)pyrazolo-[4,3-c]pyridin-6-yl]-(1,4-oxazepan-4-yl)methanone FC=1C=CC(=NC1C)NC1=NN(C2=C1C=NC(=C2)C(=O)N2CCOCCC2)CC(F)(F)F